N1CC12CCC2 azaspiro[2.3]hexane